BrCC1=CC=C(C=C1)C(CC)=O 1-(4-(bromomethyl)phenyl)propan-1-one